ClC1=CC=C2C(=N1)C(C(OC2=O)CC)C 2-chloro-7-ethyl-8-methyl-7,8-dihydro-5H-pyrano[4,3-b]pyridin-5-one